COC1=NC=NN2C1=C(C=C2)C=2C=C1C(=NC2)N=C(N1C1COCCC1)C 6-(4-methoxypyrrolo[2,1-f][1,2,4]triazin-5-yl)-2-methyl-1-(tetrahydro-2H-pyran-3-yl)-1H-imidazo[4,5-b]pyridine